2-(ethylsulfanyl)-10-[3-(4-methylpiperazin-1-yl)propyl]-10H-phenothiazine C(C)SC1=CC=2N(C3=CC=CC=C3SC2C=C1)CCCN1CCN(CC1)C